FC1=CC2=C(N=C(N=C2Cl)Cl)N=C1Cl 6-Fluoro-2,4,7-trichloropyrido[2,3-d]pyrimidine